N1-(2-(dimethylamino)ethyl)-N1-methyl-N4-(4-(7-methyl-1H-indol-3-yl)pyrimidin-2-yl)-2-nitrobenzene-1,4-diamine CN(CCN(C1=C(C=C(C=C1)NC1=NC=CC(=N1)C1=CNC2=C(C=CC=C12)C)[N+](=O)[O-])C)C